N-((S)-1-(2-Acryloyl-2-(((S)-2-oxopyrrolidin-3-yl)methyl)hydrazineyl)-4-methyl-1-oxopentan-2-yl)-4-methoxy-1H-indole-2-carboxamide C(C=C)(=O)N(NC([C@H](CC(C)C)NC(=O)C=1NC2=CC=CC(=C2C1)OC)=O)C[C@H]1C(NCC1)=O